(carbamoyl-azo)isobutyronitrile C(N)(=O)N=NC(C#N)(C)C